1-({[2-(1H-1,3-benzodiazol-2-yl)ethyl]carbamoyl}methyl)-1H-pyrazole-4-carboxylic acid N1C(=NC2=C1C=CC=C2)CCNC(=O)CN2N=CC(=C2)C(=O)O